C(C1=CC=CC=C1)ONC(C)(C)CC O-benzyl-N-tertiarypentylhydroxylamine